2-amino-3-vinyl-cyclopropanone NC1C(C1C=C)=O